C1(CC1)C=1C=CC=2N(C1)C=C(N2)CNC2=CC(=NC=N2)NC(CC2=C(C(=CC=C2N2N=NN=C2)OC)F)=O N-(6-(((6-cyclopropylimidazo[1,2-a]pyridin-2-yl)methyl)amino)pyrimidin-4-yl)-2-(2-fluoro-3-methoxy-6-(1H-tetrazol-1-yl)phenyl)acetamide